(tricyclohexylphosphine) Ruthenium [Ru].C1(CCCCC1)P(C1CCCCC1)C1CCCCC1